NC1CCC(CC1)OCC(C)(O)C 1-(((1r,4r)-4-aminocyclohexyl)oxy)-2-methylpropan-2-ol